2-[1-(mercaptomethyl)cyclopropyl]acetic acid disodium salt [Na+].[Na+].SCC1(CC1)CC(=O)[O-].SCC1(CC1)CC(=O)[O-]